2-(2-hydroxy-4-methoxyphenyl)-2H-benzotriazole OC1=C(C=CC(=C1)OC)N1N=C2C(=N1)C=CC=C2